F[C@@H]1C[C@H](N(C1)C)[C@H](C)OC1=CC(=NC(=N1)C1=NOC(=N1)C(C)(C)C1=CC=CC=C1)O[C@@H]1C[C@H](NCC1)CC#N 2-[(2R,4S)-4-({6-[(1S)-1-[(2S,4R)-4-Fluoro-1-methylpyrrolidin-2-yl]ethoxy]-2-[5-(2-phenylpropan-2-yl)-1,2,4-oxadiazol-3-yl]pyrimidin-4-yl}oxy)piperidin-2-yl]acetonitrile